C(C1=CC=CC=C1)N1CCC2(CC(OC2=O)CCO[Si](C)(C)C(C)(C)C)CC1 8-benzyl-3-(2-((t-butyldimethylsilyl)oxy)ethyl)-2-oxa-8-azaspiro[4.5]decan-1-one